C(CC)(=O)OC[C@H]1O[C@H]([C@]([C@@H]1OC(CC1CCCCC1)=O)(C)F)N1C2=NC(=NC(=C2N=C1)NC)NC(CC1CCCCC1)=O ((2R,3R,4R,5R)-5-(2-(2-cyclohexylacetamido)-6-(methylamino)-9H-purin-9-yl)-3-(2-cyclohexylacetoxy)-4-fluoro-4-methyltetrahydrofuran-2-yl)methyl propionate